Cl.NC(CCC(=O)O)C=C 4-amino-5-hexenoate hydrochloride